8-[(1R)-1-aminoethyl]-6-methyl-2-morpholino-3-(trideuteriomethyl)quinazolin-4-one N[C@H](C)C=1C=C(C=C2C(N(C(=NC12)N1CCOCC1)C([2H])([2H])[2H])=O)C